15-Tetracosenic Acid C(CCCCCCCCCCCCCC=CCCCCCCCC)(=O)O